Cl.COC(C=O)=O 2-oxoacetic acid methyl ester hydrochloride